1-((2-(trimethylsilyl)ethoxy)methyl)-1H-imidazole-4-sulfonamide C[Si](CCOCN1C=NC(=C1)S(=O)(=O)N)(C)C